oxetan-3-one O-(4-nitrophenyl) oxime [N+](=O)([O-])C1=CC=C(C=C1)ON=C1COC1